rel-3-chloro-4-[(3-fluoro-5-methylpyridin-2-yl)methoxy]-2'-[2-(2-hydroxypropan-2-yl)pyrimidin-4-yl]-5',6-dimethyl-[1,4'-bipyridin]-2-one ClC=1C(N(C(=CC1OCC1=NC=C(C=C1F)C)C)C1=CC(=NC=C1C)C1=NC(=NC=C1)C(C)(C)O)=O